NCCCC(=O)NC1=CC(=C(C(=O)OC2CC2)C=C1)C#CCN cyclopropyl 4-(4-aminobutanamido)-2-(3-aminoprop-1-yn-1-yl)benzoate